ClC1=NC2=CC(=NC=C2C=C1)CNC(C1=CC(=CC=C1)S(=O)(=O)C(F)F)=O N-((2-chloro-1,6-naphthyridin-7-yl)methyl)-3-((difluoromethyl)sulfonyl)benzamide